3-fluoro-4-carboxyl-phenylboric acid FC=1C=C(C=CC1C(=O)O)OB(O)O